NC1=NC(=C2N=CN(C2=N1)[C@H]1C[C@@H]([C@](O1)(CO)CF)O)OC (2R,3S,5R)-5-(2-amino-6-methoxy-9H-purin-9-yl)-2-(fluoromethyl)-2-(hydroxymethyl)tetrahydrofuran-3-ol